ClC1=C(C=C(OCC(=O)N[C@@H]2CC[C@H](CC2)CNC(C2=NC=C(C=C2)C(F)(F)F)=O)C=C1)F trans-N-((4-(2-(4-chloro-3-fluorophenoxy)acetamido)cyclohexyl)methyl)-5-(trifluoromethyl)picolinamide